ClC1=CC=C(OC2=NC(=NC=C2C(=O)NC\C=C\S(=O)(=O)C)C2CCCC2)C=C1 (E)-4-(4-chlorophenoxy)-2-cyclopentyl-N-(3-(methylsulfonyl)allyl)pyrimidine-5-carboxamide